1-[(4-methoxyphenoxy) methyl]-2,2-dimethylpropyl 1H-imidazole-1-carboxylate N1(C=NC=C1)C(=O)OC(C(C)(C)C)COC1=CC=C(C=C1)OC